FC(F)(F)C=1C(=C(C=CC1N)C1=CC(=CC=C1)N)C(F)(F)F bis(trifluoromethyl)-4,3'-diaminobiphenyl